tert-butyl (S)-2-(1-amino-5-carbamoyl-4-(4-(thiazol-2-ylcarbamoyl)phenyl)-1H-imidazol-2-yl)piperidine-1-carboxylate NN1C(=NC(=C1C(N)=O)C1=CC=C(C=C1)C(NC=1SC=CN1)=O)[C@H]1N(CCCC1)C(=O)OC(C)(C)C